Alpha-glycidoxyethyl-triethoxysilane C(C1CO1)OC(C)[Si](OCC)(OCC)OCC